FC1=C(C(=C(C(=C1)F)F)OCC1=CC=C(C=C1)C=C)F 1,2,4,5-tetrafluoro-3-((4-vinylbenzyl)oxy)benzene